C1(=CC=CC=C1)C(C(C)=O)=O 1-phenylpropan-1,2-dione